FC=1C=CC2=C(N(C(N2)=O)CC2=CC=C(C=C2)CC(=O)N(C)C)C1 2-(4-((6-fluoro-2-oxo-2,3-dihydro-1H-benzo[d]imidazol-1-yl)methyl)phenyl)-N,N-dimethyl-acetamide